COC1=C(C=C2C(=N1)C=NN2COCC[Si](C)(C)C)C2=CN(C1=NC(=CC=C12)NC(=O)C1CC1)COCC[Si](C)(C)C N-[3-(5-methoxy-1-[[2-(trimethylsilyl)ethoxy]methyl]pyrazolo[4,3-b]pyridin-6-yl)-1-[[2-(trimethylsilyl)ethoxy]methyl]pyrrolo[2,3-b]pyridin-6-yl]cyclopropanecarboxamide